9,9-dimethyl-8-phenyl-N-(3-(9-phenyl-9H-fluoren-9-yl)phenyl)-9H-fluoren-4-amine CC1(C2=C(C=CC=C2C=2C(=CC=CC12)NC1=CC(=CC=C1)C1(C2=CC=CC=C2C=2C=CC=CC12)C1=CC=CC=C1)C1=CC=CC=C1)C